mono(n-butoxy)di(sec-butoxy)aluminum C(CCC)O[Al](OC(C)CC)OC(C)CC